NCC1(C2CCN(CC12)C1=CN=C2C(=N1)NN=C2C2=C(C(=NC=C2)NC)Cl)C2=NOC(=C2)C 4-(6-(7-(aminomethyl)-7-(5-methylisoxazol-3-yl)-3-azabicyclo[4.1.0]heptan-3-yl)-1H-pyrazolo[3,4-b]pyrazin-3-yl)-3-chloro-N-methylpyridin-2-amine